Ethyl 2,4-dichloro-6-methylpyridine-3-carboxylate ClC1=NC(=CC(=C1C(=O)OCC)Cl)C